NC=1C=CC=2C(=BOC2)C1 6-aminobenzo[C][1,2]oxaborole